ClCC1=CC(=NC=C1)OC 4-(chloromethyl)-2-methoxypyridine